C(C)(C)(C)OC(=O)N1[C@@H](CC(CC1)(CCCO)O)C1=CC=C(C=C1)C(=O)OC (2S)-4-hydroxyl-4-(3-hydroxypropyl)-2-(4-(methoxycarbonyl)phenyl)piperidine-1-carboxylic acid tert-butyl ester